C(C1=CC=CC=C1)(=O)C1N(CCNC1)C(=O)C1(CC=C(CN2C(NC3=CC=CC(=C3C2=O)F)=O)C=C1)F 3-(4-(Benzoylpiperazine-1-carbonyl)-4-fluorobenzyl)-5-fluoroquinazoline-2,4(1H,3H)-dione